3-(benzo[D][1,3]dioxan-5-yl)-N-((5-(3,4,5-trifluorophenyl)thiophen-2-yl)methyl)propanamide O1COCC2=C1C=CC=C2CCC(=O)NCC=2SC(=CC2)C2=CC(=C(C(=C2)F)F)F